2-chloro-4-(5'-chloro-[1,1':3',1''-terphenyl]-4-yl)-6-(dibenzo[b,d]furan-3-yl)-1,3,5-triazine ClC1=NC(=NC(=N1)C1=CC=C(C=C1)C1=CC(=CC(=C1)Cl)C1=CC=CC=C1)C=1C=CC2=C(OC3=C2C=CC=C3)C1